N1CCC(CCC1)CNC1=NN(C(=C1)C1=CC(=C(C#N)C=C1)F)C1=CC=C(C=C1)N1CCS(CC1)(=O)=O 4-(3-((azepan-4-ylmethyl)amino)-1-(4-(1,1-dioxidothiomorpholino)-phenyl)-1H-pyrazol-5-yl)-2-fluorobenzonitrile